ClC1=C(SC=C1C)C(=O)N1C[C@H]([C@@H](CC1)C(=O)N1CCC(CC1)(O)CN1C=NC2=C(C1=O)C=CN2C)C2=CC=CC=C2 3-{[1-({(3R,4R)-1-[(3-chloro-4-methylthiophen-2-yl)carbonyl]-3-phenylpiperidin-4-yl}carbonyl)-4-hydroxypiperidin-4-yl]methyl}-7-methyl-3,7-dihydro-4H-pyrrolo[2,3-d]pyrimidin-4-one